N-(5-bromo-6-fluoro-3-methoxypyridin-2-yl)-6-ethylpyrazolo[1,5-a]pyridine-3-sulfonamide BrC=1C=C(C(=NC1F)NS(=O)(=O)C=1C=NN2C1C=CC(=C2)CC)OC